NC1=C(C(N(C2=NC(=CC=C12)C(F)(F)F)C1=C(C=C(C=C1)[N+](=O)[O-])Cl)=O)[N+](=O)[O-] 4-Amino-1-(2-chloro-4-nitrophenyl)-3-nitro-7-(trifluoromethyl)-1,8-naphthyridin-2(1H)-one